Vinylxylen C(=C)C1=C(C(=CC=C1)C)C